BrC=1C=CC2=C(SC=C2C=O)C1 6-bromobenzo[B]thiophene-3-carbaldehyde